(Z)-5-Hexadecen-1-ol (Z)-8-Undecenyl-acetate C(CCCCCC\C=C/CC)CC(=O)OCCCC\C=C/CCCCCCCCCC